C(#N)C=1C=CC(=C(C1)C1=CC(=NC=C1C(=O)NC=1SC=2CN(CCC2N1)C(=O)C1C(C1)C)C)OC 4-(5-cyano-2-methoxyphenyl)-6-methyl-N-(5-(2-methylcyclopropane-1-carbonyl)-4,5,6,7-tetrahydrothiazolo[5,4-c]pyridin-2-yl)nicotinamide